2-(6-tert-butyl-8-fluoro-1-oxo-phthalazin-2-yl)-4-iodopyridine-3-carbaldehyde C(C)(C)(C)C=1C=C2C=NN(C(C2=C(C1)F)=O)C1=NC=CC(=C1C=O)I